Z,E-9,12-Tetradecadienyl acetate C(C)(=O)OCCCCCCCC\C=C/C\C=C\C